N-hydroxy-4-((3-(2-morpholinoethyl)-2,4-dioxo-3,4-dihydroquinazolin-1(2H)-yl)methyl)benzamide ONC(C1=CC=C(C=C1)CN1C(N(C(C2=CC=CC=C12)=O)CCN1CCOCC1)=O)=O